N1(CCOCC1)C(CCCCCCCCCCCCCCCC=C)=O 1-(morpholin-4-yl)octadec-17-en-1-one